N=1N(N=CC1)C1=C(C=C(C=N1)NC(C1=C(C=C(C(=C1)F)C1=C(C=NC=C1CCC#N)N)Cl)=O)C(F)(F)F N-(6-(2H-1,2,3-triazol-2-yl)-5-(trifluoromethyl)pyridin-3-yl)-4-(3-amino-5-(2-cyanoethyl)pyridin-4-yl)-2-chloro-5-fluorobenzamide